2,2'-dihydroxy-[1,1'-binaphthyl]-3-carbaldehyde OC1=C(C2=CC=CC=C2C=C1C=O)C1=C(C=CC2=CC=CC=C12)O